FC(COC1=CC=C(C=N1)C(=O)O)F 6-(2,2-difluoroethoxy)pyridine-3-carboxylic acid